CN(CCCCCC(=O)O)C(C(F)(F)F)=O 6-[Methyl-(2,2,2-trifluoroacetyl)-amino]-hexanoic acid